C(C)OC(=O)[C@@H]1CC12CCNCC2 (1R)-6-azaspiro[2.5]octane-1-carboxylic acid ethyl ester